CC1=CC(=NC=N1)N1CC2CCC(C1)C2NC(O)=O N-[(8endo)-3-(6-methylpyrimidin-4-yl)-3-azabicyclo[3.2.1]Octane-8-yl]Carbamic acid